ClC=1C=C(C=C2C(=C(C=NC12)C#N)NC1=CC(=C(C=C1)F)Cl)N[C@H](C=1N=NN(C1)C1CCN(CC1)C(=O)OC(C)(C)C)C=1SC=CC1 tert-butyl (R)-4-(4-(((8-chloro-4-((3-chloro-4-fluorophenyl)amino)-3-cyanoquinolin-6-yl)amino)(thiophen-2-yl)methyl)-1H-1,2,3-triazol-1-yl)piperidine-1-carboxylate